4-(3-hydroxy-4-methoxybenzyl)-2-methoxyphenol OC=1C=C(CC2=CC(=C(C=C2)O)OC)C=CC1OC